dipyryl adipate C(CCCCC(=O)OC1OC=CC=C1)(=O)OC1OC=CC=C1